FC=1C=CC(=NC1)C=1SC(=CN1)C=O (2-(5-fluoropyridin-2-yl)thiazol-5-yl)methanone